OCC(ONC(C)CC(C)C)NOCNOC(NOC(NOCNOCC)CS)CO 5,11-bis(hydroxymethyl)-2-(2-methylpropyl)-4,7,10,13,16,19-hexaoxa-14-(sulfanylmethyl)-3,6,9,12,15,18-hexaazaheneicosane